O=C1C(=C(C=NN1)N1[C@@H](CCC1)COC1CN(C1)C(=O)N1CCN(CC1)C1=CC=C(C=N1)C#N)C(F)(F)F 6-[4-(3-[[(2S)-1-[6-oxo-5-(trifluoromethyl)-1,6-dihydropyridazin-4-yl]pyrrolidin-2-yl]methoxy]azetidine-1-carbonyl)piperazin-1-yl]pyridine-3-carbonitrile